CN1C(N(C2=C1C=NC(=C2)NC=2C=CC=1N(N2)C(=CN1)C1=CN=CN1C)[C@H]1C[C@@H](CC1)NC(OC)=O)=O methyl ((1R,3R)-3-(3-methyl-6-((3-(1-methyl-1H-imidazol-5-yl)imidazo[1,2-b]pyridazin-6-yl)amino)-2-oxo-2,3-dihydro-1H-imidazo[4,5-c]pyridin-1-yl)cyclopentyl)carbamate